2-[(3-cyclopropylphenyl)amino]-4-[(1-oxo-1,2,3,4-tetrahydroisoquinolin-5-yl)amino]pyrimidine-5-carboxamide C1(CC1)C=1C=C(C=CC1)NC1=NC=C(C(=N1)NC1=C2CCNC(C2=CC=C1)=O)C(=O)N